N-[(2,3-dihydro-1H-isoindol-5-yl)methyl]-2-[3-methyl-5-(piperidine-1-sulfonyl)-1H-indol-1-yl]propanamide C1NCC2=CC(=CC=C12)CNC(C(C)N1C=C(C2=CC(=CC=C12)S(=O)(=O)N1CCCCC1)C)=O